C[SiH2]OC(OC1=CC=CC=C1)OC1=CC=CC=C1 methyl-diphenoxymethoxysilane